C1(=CC=CC=C1)C(C1=CC=CC=C1)=NC1=NC=CC2=C1CCC2(CC)N(C(C)=O)C N-(1-((diphenylmethylene)amino)-5-ethyl-6,7-dihydro-5H-cyclopenta[c]pyridin-5-yl)-N-methylacetamide